NC1=C(C=C(C=C1)C=1N=C(N(N1)C)NC(C1=CC=C(C=C1)OC(F)(F)F)=O)Cl N-[5-(4-amino-3-chloro-phenyl)-2-methyl-1,2,4-triazol-3-yl]-4-(trifluoromethoxy)benzamide